1-((5-(5-(difluoromethyl)-1,3,4-oxadiazole-2-yl)pyridine-2-yl)methyl)-6-fluoro-3-((1-(oxetan-3-yl)piperidine-4-yl)methyl)-5-(pyridine-4-yl)-1,3-dihydro-2H-benzo[d]imidazole-2-one FC(C1=NN=C(O1)C=1C=CC(=NC1)CN1C(N(C2=C1C=C(C(=C2)C2=CC=NC=C2)F)CC2CCN(CC2)C2COC2)=O)F